(3R)-4'-methoxy-2',3',7-Trihydroxyisoflavone COC1=C(C(=C(C2=COC3=CC(=CC=C3C2=O)O)C=C1)O)O